FC(C(=O)O)(F)F.C(=O)O.CN(CCC1=CNC2=CC=CC(=C12)OC(=O)N(C)CCCCC(=O)O)C 5-({3-[2-(Dimethylamino)ethyl]-4-indolyloxycarbonyl}-N-methylamino)valeric acid formate trifluoroacetate